3-methylene-6-propylcyclohex-1-ene C=C1C=CC(CC1)CCC